C(C)N1N=C(C=C1C=1N(C(=NN1)C=1C2=CN(N=C2C=C(C1)C(=O)N)C)CC1=CC=C(C=C1)OC)C 4-{5-(1-ethyl-3-methyl-1H-pyrazol-5-yl)-4-[(4-methoxyphenyl)methyl]-4H-1,2,4-triazol-3-yl}-2-methyl-2H-indazole-6-carboxamide